C(CCC)C1C(=NN(C1(C(=O)NCCCN(C)C)C)C1=CC=CC=C1)C1=CC=C(C=C1)F 4-butyl-N-(3-(dimethylamino)propyl)-3-(4-fluorophenyl)-5-methyl-1-phenyl-4,5-dihydro-1H-pyrazole-5-carboxamide